4,4,5,5-tetrafluoro-3-hydroxy-3-methyl-pentanoic acid ethyl ester C(C)OC(CC(C(C(F)F)(F)F)(C)O)=O